1-isopropyl-2-oxo-2,3-dihydro-1H-benzimidazole-5-carboxylic acid C(C)(C)N1C(NC2=C1C=CC(=C2)C(=O)O)=O